tert-Butyl 3-(3,5-difluorophenyl)-7-methyl-2-(methyl-d3)-2,4,5,7-tetrahydro-6H-pyrazolo[3,4-c]pyridine-6-carboxylate FC=1C=C(C=C(C1)F)C=1N(N=C2C(N(CCC21)C(=O)OC(C)(C)C)C)C([2H])([2H])[2H]